ethyl 2-[5-ethyl-3-hydroxy-6-methyl-3-(trifluoromethyl)-2H,3H,3aH,4H,5H,6H-cyclopenta[c]pyrazol-2-yl]acetate C(C)C1CC2C(=NN(C2(C(F)(F)F)O)CC(=O)OCC)C1C